2,2-bis[4-[2-hydroxy-3-methacryloyloxypropoxy]phenyl]propane OC(COC1=CC=C(C=C1)C(C)(C)C1=CC=C(C=C1)OCC(COC(C(=C)C)=O)O)COC(C(=C)C)=O